BrC=1C(=NN(C1C(F)(F)F)C)C1=C(C=C(C(=C1)C(=O)O)Cl)F 4-bromo-3-(5'-carboxy-4'-chloro-2'-fluorophenyl)-1-methyl-5-trifluoromethyl-pyrazol